(R)-N-((3-fluoro-1H-indazol-5-yl)methyl)-4-(5-(5-fluoro-2-methoxypyridin-4-yl)-1H-pyrazole-3-carbonyl)-4-azaspiro[2.5]octane-7-carboxamide FC1=NNC2=CC=C(C=C12)CNC(=O)[C@@H]1CCN(C2(CC2)C1)C(=O)C1=NNC(=C1)C1=CC(=NC=C1F)OC